C(C1=CC=CC=C1)N1CC2(C(N(C=3C=NC=4C=C(C(=CC4C32)Br)F)C)=O)C1 1-Benzyl-8'-Bromo-7'-fluoro-3'-methylspiro[azetidine-3,1'-pyrrolo[2,3-c]quinolin]-2'(3'H)-one